((4-(4-Methoxy-3-methylphenyl)bicyclo[2.2.2]octan-1-yl)methyl)-4-(1-(tert-pentyl)-1H-pyrazol-4-yl)pyridin-2-amine COC1=C(C=C(C=C1)C12CCC(CC1)(CC2)CC=2C(=NC=CC2C=2C=NN(C2)C(C)(C)CC)N)C